ethyl (S)-5-(benzyloxy)-1-(1-(6-chloro-2-iodo-5-(3-methoxypropoxy)pyridin-3-yl)-3,3-dimethylbutan-2-yl)-4-oxo-1,4-dihydropyridine-3-carboxylate C(C1=CC=CC=C1)OC=1C(C(=CN(C1)[C@@H](CC=1C(=NC(=C(C1)OCCCOC)Cl)I)C(C)(C)C)C(=O)OCC)=O